6,7-Difluoro-4-(1-(methylamino)ethyl)isoquinolin-1(2H)-one hydrochloride Cl.FC=1C=C2C(=CNC(C2=CC1F)=O)C(C)NC